CC(CCC(=O)O)(CCC(=O)O)C.C[C@]1(OC2=C(C(=C(C(=C2CC1)C)O)C)C)CCC=C(C)C (S)-2,5,7,8-tetramethyl-2-(4-methylpent-3-en-1-yl)chroman-6-ol dimethyl-heptanedioate